pentene-1,5-dicarbonitrile C(=CCCCC#N)C#N